CNC(=O)C=1C(=NNC1C)C N,3,5-trimethyl-1H-pyrazole-4-carboxamide